C1(=CC=CC=C1)C#CC#C/C=C/CO (E)-7-phenyl-2-hepten-4,6-diyn-1-ol